FC1=CC(=C(C(=C1)C(C)C)CC(=O)N=NS(=O)(=O)C1=CC=C(C=C1)C(C)(C)O)C(C)C 2-(4-fluoro-2,6-diisopropylphenyl)-N-(4-(2-hydroxy-prop-2-yl)phenylsulfonylimino)acetamide